(S)-2-cyclopropyl-3,3-difluoro-7-isopropyl-10-nitro-1,2,3,4-tetrahydro-[1,4]oxazepino[2,3-c]quinolin-6(7H)-one C1(CC1)[C@@H]1NC2=C(C(N(C=3C=CC(=CC23)[N+](=O)[O-])C(C)C)=O)OCC1(F)F